CC1=CC=CC(=N1)C1=C(N=CN1)C=1C=C2C=C(C=NC2=CC1)C1=NC=CC(=N1)C(=O)OCC1CNC1 azetidin-3-ylmethyl 2-[6-[5-(6-methyl-2-pyridyl)-1H-imidazol-4-yl]-3-quinolyl]pyrimidine-4-carboxylate